C(C)N(CC)CCN(CCOC(OC(CCCCCCCCCC(=O)OCC(CCCCCC)CCCC)CCCCCC)=O)CCOC(CCCCCCCC)=O 2-butyloctyl 3-ethyl-12-hexyl-6-(2-(nonanoyloxy) ethyl)-10-oxo-9,11-dioxa-3,6-diazaheneicosane-21-carboxylate